3-(4-(benzofuran-3-yl)furan-2-yl)-3-oxopropanoic acid methyl ester COC(CC(=O)C=1OC=C(C1)C1=COC2=C1C=CC=C2)=O